γ-glycidyloxypropyltrimethylsilane C(C1CO1)OCCC[Si](C)(C)C